(S)-N-(1-((4-(N-(tert-butyl)sulfamoyl)-2-chloro-5-methoxyphenyl)amino)-1-oxo-3-(tetrahydro-2H-pyran-4-yl)propan-2-yl)-4-fluorobenzamide C(C)(C)(C)NS(=O)(=O)C1=CC(=C(C=C1OC)NC([C@H](CC1CCOCC1)NC(C1=CC=C(C=C1)F)=O)=O)Cl